[(3S)-8-(5-chloro-6-fluoro-1H-benzimidazol-2-yl)-4-(5-methoxypyridin-2-yl)-2,3-dihydro-1,4-benzoxazin-3-yl]methanol ClC1=CC2=C(NC(=N2)C2=CC=CC=3N([C@H](COC32)CO)C3=NC=C(C=C3)OC)C=C1F